CCCCC1=NC2=C(N1CCN(CC)CC)C=CC(=C2)/C=C/C(=O)NO The molecule is a hydroxamic acid that is N-hydroxyacrylamide which is substituted at position 3 by a 2-butyl-1-[2-(diethylamino)ethyl]-1H-benzimidazol-5-yl group (the E isomer). An orally available pan-histone deacetylase inhibitor with demonstrated activity in the treatment of advanced solid tumours. It has a role as an EC 3.5.1.98 (histone deacetylase) inhibitor, an antineoplastic agent, an apoptosis inducer and an antimalarial. It is an olefinic compound, a hydroxamic acid, a benzimidazole and a tertiary amino compound.